C1=CC(=C(C=C1C2=C(C(=O)C3=C(C=C(C=C3O2)O)O)OS(=O)(=O)[O-])OS(=O)(=O)[O-])[O-] The molecule is a flavonoid oxoanion arising from deprotonation of the sulfo and 7-hydroxy groups of quercetin 3,3'-bissulfate; major species at pH 7.3. It is a flavonoid oxoanion and an aryl sulfate oxoanion. It is a conjugate base of a quercetin 3,3'-bissulfate.